C(#N)C1=C(N=C(S1)N(C1=C(N=C2N1C=C(C=C2)C=2C=NC(=NC2)NC2CN(C2)C(=O)OC(C)(C)C)CC)C)C2=CC=C(C=C2)F tert-butyl 3-((5-(3-((5-cyano-4-(4-fluorophenyl)thiazol-2-yl)(methyl)amino)-2-ethyl imidazo[1,2-a]pyridin-6-yl)pyrimidin-2-yl)amino)azetidine-1-carboxylate